Cl.N=1C=NN2C1C=C(C=C2)OC2=C(C=C(C=C2)NC=2C1=C(N=CN2)C=CC(=N1)C=1CCNCC1)C N-(4-([1,2,4]triazolo[1,5-a]pyridin-7-yloxy)-3-methylphenyl)-6-(1,2,3,6-tetrahydropyridin-4-yl)pyrido[3,2-d]pyrimidin-4-amine hydrochloride